1-SEC-BUTYL-6-CHLORO-5-FORMYL-4-METHYL-2-OXO-1,2-DIHYDRO-PYRIDINE-3-CARBONITRILE C(C)(CC)N1C(C(=C(C(=C1Cl)C=O)C)C#N)=O